N,4-dimethyl-pentanamide CNC(CCC(C)C)=O